3-cyclohexanedimethylamine hydrochloride Cl.C1(CC(CCC1)CN)CN